CC1CCCC2=C(C=CC=C12)C 1,5-Dimethyl-tetralin